ClC1=C2C(=C(N=N1)N[C@H]1CNCCC1)C=NC=C2 (R)-1-chloro-N-(piperidin-3-yl)pyrido[3,4-d]Pyridazin-4-amine